C(C)(C)(C)OC(=O)N1C[C@@H]2NCC[C@@H]2[C@@H]1C |r| Rac-(3aS,4S,6aR)-4-Methylhexahydropyrrolo[3,4-b]pyrrole-5(1H)-carboxylic acid tert-butyl ester